NC=1C(=C(C(=NC1)C)C1=CC=CC=C1)NCC=1C=CC(=NC1)S(=O)(=O)N 5-(((5-amino-2-methyl-3-phenylpyridin-4-yl)amino)methyl)pyridine-2-sulfonamide